C(C=C)N(CC=C)CCOC1=NC(=NC(=N1)C(Cl)(Cl)Cl)C(Cl)(Cl)Cl 2-[2-{N,N-diallyl-amino}ethoxy]-4,6-bis(trichloromethyl)-s-triazine